FC=1C=C2C[C@H](N(CC2=CC1OCC1=C(N=CO1)C)C(=O)OC(C)(C)C)C=O tert-butyl (3S)-6-fluoro-3-formyl-7-[(4-methyloxazol-5-yl)methoxy]-3,4-dihydro-1H-isoquinoline-2-carboxylate